OC1=C(C=CC=C1)C1=CC(=CN=N1)N1CCC(CC1)(C(=O)N1CC2(CN(C2)CCC2CCN(CC2)C2=CC=C(C=C2)N2C(CCCC2=O)=O)C1)OC (4-(4-(2-(6-(1-(6-(2-HYDROXYPHENYL)PYRIDAZIN-4-YL)-4-METHOXYPIPERIDINE-4-CARBONYL)-2,6-DIAZASPIRO[3.3]HEPTAN-2-YL)ETHYL)PIPERIDIN-1-YL)PHENYL)PIPERIDINE-2,6-DIONE